OC12CC3C(C(CC(C1)C3)C2)NC(NC2=C(C(=O)NCC(C)C)C=CC=C2)=O (3-((5s,7s)-5-hydroxyadamantan-2-yl)ureido)-N-isobutylbenzamide